Cl.C(C)(C)(C)C(C(=O)OCCOCCN)CCNC 2-(2-amino-ethoxy)ethanol tert-butyl-4-(methylamino)butanoate hydrochloride